C=1N=CN2C1C1=CC=CC=C1[C@H]2[C@H]2[C@@H](C1=CC=CC=C1C2)O (1S,2S)-2-((R)-5H-Imidazo[5,1-a]isoindol-5-yl)-2,3-dihydro-1H-inden-1-ol